C(C)(C)(C)OC(=O)N1CCN(CC1)C=1C(C2=C(N(C1CC)CC(=O)O)SC(=N2)C2=CC(=NC=C2)OC)=O 2-(6-(4-(tert-butoxycarbonyl)piperazin-1-yl)-5-ethyl-2-(2-methoxypyridin-4-yl)-7-oxothiazolo[5,4-b]pyridin-4(7H)-yl)acetic acid